ClC1=C2N=C(C=NC2=CC=C1OC=1C=CC2=C(N(C(=N2)C)COCC[Si](C)(C)C)C1)C=1C=NN(C1)CCN1CCCC1 2-[[6-[5-chloro-3-[1-(2-pyrrolidin-1-ylethyl)pyrazol-4-yl]quinoxalin-6-yl]oxy-2-methyl-benzimidazol-1-yl]methoxy]ethyl-trimethyl-silane